BrC1=C(C=CC(=C1)[N+](=O)[O-])C(C)=O (2-bromo-4-nitro-phenyl)-ethanone